p-phenylenketone C12=CC=C(C=C1)C2=O